tert-Butyl 6-(methylamino)-2H-spiro[benzofuran-3,4'-piperidine]-1'-carboxylate CNC1=CC2=C(C=C1)C1(CCN(CC1)C(=O)OC(C)(C)C)CO2